tert-butyl methacrylate (tertiary butyl methacrylate) C(C)(C)(C)C=C(C(=O)O)C.C(C(=C)C)(=O)OC(C)(C)C